ClCOC(C1=CC=CC=C1)=O.[I-].C(C1=CC=CC=C1)(=O)OC[N+]1(CCC=C(C1)C1=NSN=C1OCCCCCC)C 1-((benzoyloxy)methyl)-5-(4-(hexyloxy)-1,2,5-thiadiazol-3-yl)-1-methyl-1,2,3,6-tetrahydropyridin-1-ium iodide Chloromethyl-benzoate